(2-(3-amino-3-methylpyrrolidin-1-yl)pyridin-4-yl)-3-chloro-5'-fluoro-2'-hydroxy-[1,1'-biphenyl] NC1(CN(CC1)C1=NC=CC(=C1)C1=C(C=CC=C1Cl)C1=C(C=CC(=C1)F)O)C